C(C)(C)(C)OC(=O)C1N2NCCC1CC2 Diazabicyclo[3.2.1]octane-8-carboxylic acid tert-butyl ester